(((S)-5-(5-Amino-N-(4-bromobenzyl)pentanamido)-1-carboxypentyl)carbamoyl)-L-glutamic acid NCCCCC(=O)N(CC1=CC=C(C=C1)Br)CCCC[C@@H](C(=O)O)NC(=O)N[C@@H](CCC(=O)O)C(=O)O